2-((6-((1-hydroxycyclopentyl)ethynyl)quinolin-4-yl)thio)butanoic acid OC1(CCCC1)C#CC=1C=C2C(=CC=NC2=CC1)SC(C(=O)O)CC